2,2-Dimethyl-1-(3-(4-(2-(trifluoromethyl)phenyl)piperidine-1-carbonyl)pyrrolo[3,4-c]pyrazol-5(1H,4H,6H)-yl)propan-1-one CC(C(=O)N1CC=2NN=C(C2C1)C(=O)N1CCC(CC1)C1=C(C=CC=C1)C(F)(F)F)(C)C